5-[2-[5-[4-[4-amino-3-(4-phenoxyphenyl)pyrazolo[3,4-d]pyrimidin-1-yl]-1-piperidyl]pyrimidin-2-yl]-2,7-diazaspiro[3.5]nonan-7-yl]-2-(2,6-dioxo-3-piperidyl)isoindoline-1,3-dione NC1=C2C(=NC=N1)N(N=C2C2=CC=C(C=C2)OC2=CC=CC=C2)C2CCN(CC2)C=2C=NC(=NC2)N2CC1(C2)CCN(CC1)C=1C=C2C(N(C(C2=CC1)=O)C1C(NC(CC1)=O)=O)=O